(dimethoxyethane) nickel (II) chloride [Ni](Cl)Cl.C(OC)COC